3-Hydroxypropane-1,2-diyl bis(2-nonylundecanoate) C(CCCCCCCC)C(C(=O)OCC(CO)OC(C(CCCCCCCCC)CCCCCCCCC)=O)CCCCCCCCC